FC1=CC=C2C=NC(=NC2=C1C1=NC=CC(=C1)NC(C=C)=O)NC=1C(=NC(=CC1)N1CCOCC1)OC N-(2-(7-fluoro-2-((2-methoxy-6-morpholinylpyridin-3-yl)amino)quinazolin-8-yl)pyridin-4-yl)acrylamide